BrC1=C(C(=CC=C1)C)C(F)(F)F 1-bromo-3-methyl-2-(trifluoromethyl)benzene